ammonium acryldimethyltaurate C(=O)(C=C)NC(C)(C)CS(=O)(=O)[O-].[NH4+]